4-amino-N'-(cyclobutylmethyl)-N',1-dimethyl-N-((5-(trifluoromethyl)pyridin-2-yl)methyl)-1H-pyrazolo[4,3-c]quinoline-8-carbohydrazide NC1=NC=2C=CC(=CC2C2=C1C=NN2C)C(=O)N(N(C)CC2CCC2)CC2=NC=C(C=C2)C(F)(F)F